phenyl-glycidylether C1(=CC=CC=C1)OCC1CO1